CN(C)CC=1C(=CC(N(C1)C(C(=O)N[C@@H](CC(=O)O)C=1C=C(C=C(C1F)C)C1=C(C=CC=C1C)C)CC(C)C)=O)C(F)(F)F (3S)-3-(2-(5-((dimethylamino)methyl)-2-oxo-4-(trifluoromethyl)pyridin-1(2H)-yl)-4-methylpentanamido)-3-(4-fluoro-2',5,6'-trimethyl-[1,1'-biphenyl]-3-yl)propanoic acid